C1(=CC=CC=C1)C1=C(C=CC(=C1C1=CC=CC=C1)C1=CC=C(C=C1)C(=O)[O-])C1=CC=C(C=C1)C(=O)[O-] 2',3'-diphenyl-p-terphenyl-4,4''-dicarboxylate